N-stearyl-L-glutamic acid C(CCCCCCCCCCCCCCCCC)N[C@@H](CCC(=O)O)C(=O)O